C12CN(CC(O1)C2)C=2C=C1C=CN(C(C1=CC2)=O)CC=2C=C(C(=O)NC)C=CC2 3-((6-(6-Oxa-3-azabicyclo[3.1.1]heptan-3-yl)-1-oxoisoquinolin-2(1H)-yl)methyl)-N-methylbenzamide